3-((4-bromo-6-fluoro-1-(triisopropylsilyl)-1H-indol-5-yl)thio)benzonitrile BrC1=C2C=CN(C2=CC(=C1SC=1C=C(C#N)C=CC1)F)[Si](C(C)C)(C(C)C)C(C)C